4-chloro-5-(2,2-difluorovinyl)-7-trityl-7H-pyrrolo[2,3-d]pyrimidine ClC=1C2=C(N=CN1)N(C=C2C=C(F)F)C(C2=CC=CC=C2)(C2=CC=CC=C2)C2=CC=CC=C2